BrC1=C(C(=CC=C1F)N)NC 3-bromo-4-fluoro-N2-methyl-benzene-1,2-diamine